OC1=CC=C(C=C1)C=1C=C(C=NC1)C=1CCN(CC1)C(=O)OC(C)(C)C tert-Butyl 5-(4-hydroxyphenyl)-3',6'-dihydro-[3,4'-bipyridine]-1'(2'H)-carboxylate